C(CC)(=O)N(C(CC)=O)C1=CC=C(C=C1)C N-propionyl-N-(p-tolyl)propionamide